tert-butyl-diphenyl-[1-[(3S)-3-piperidyl]pyrrolidin-3-yl]oxy-silane C(C)(C)(C)[Si](OC1CN(CC1)[C@@H]1CNCCC1)(C1=CC=CC=C1)C1=CC=CC=C1